CC1(C(N(C=C1)C(=O)OCC1=CC=CC=C1)(C(=O)OCC)C(=O)OCC)C 1-benzyl 2,2-diethyl 3,3-dimethylpyrrole-1,2,2-tricarboxylate